ClC=1C=NC=C(C1[C@@H](C)OC=1C=C2C(=NNC2=CC1)C=1C=NC(=NC1)N1CC2(CN(C2)S(=O)(=O)C)C1)Cl 5-[(1R)-1-(3,5-dichloro-4-pyridyl)ethoxy]-3-[2-(2-methylsulfonyl-2,6-diazaspiro[3.3]heptan-6-yl)pyrimidin-5-yl]-1H-indazole